4-[3-[2,6-dichloro-4-(6-methoxypyridin-3-yl)benzoyl]-2,4-dihydro-1,3-benzoxazin-8-yl]-5-fluoro-2-(3-oxa-8-azabicyclo[3.2.1]octan-8-yl)benzoic acid hydrate O.ClC1=C(C(=O)N2COC3=C(C2)C=CC=C3C3=CC(=C(C(=O)O)C=C3F)N3C2COCC3CC2)C(=CC(=C1)C=1C=NC(=CC1)OC)Cl